N(=[N+]=[N-])CC(CN(C(CCC1N(CCN(C1)C(=O)OCC1=CC=CC=C1)C=1C2=C(N=C(N1)Cl)CN(CC2)C(=O)OC(C)(C)C)=O)C)O tert-butyl 4-(2-(3-((3-azido-2-hydroxypropyl) (methyl) amino)-3-oxopropyl)-4-((benzyloxy) carbonyl) piperazin-1-yl)-2-chloro-5,8-dihydropyrido[3,4-d]pyrimidine-7(6H)-carboxylate